Methyl 4-(1-ethyl-1H-1,2,3-benzotriazol-6-yl)-2,4-dioxobutanoate C(C)N1N=NC2=C1C=C(C=C2)C(CC(C(=O)OC)=O)=O